CC1=NC2=C(N1COCC[Si](C)(C)C)C=CC(=C2)C(C)=O 1-(2-methyl-1-((2-(trimethylsilyl)ethoxy)methyl)-1H-benzo[d]imidazol-5-yl)ethan-1-one